[B](F)F.C1(=CC=CC=C1)C(CC1=NC=CC=C1)=O 1-phenyl-2-(pyridin-2-yl)ethane-1-one boron difluoride